1,3-butylene glycol distearate C(CCCCCCCCCCCCCCCCC)(=O)OCCC(C)OC(CCCCCCCCCCCCCCCCC)=O